NCCCCCCCCCCCC(=O)NC1=CC=C(C=C1)CCC(=O)NC=1C=C(C=CC1)NC(=O)C1N(CCC1)C N-(3-(3-(4-(12-aminododecanamido)phenyl)propanamido)phenyl)-1-methylpyrrolidine-2-carboxamide